2,5-dioxopyrrolidin-1-yl (2-fluoroethyl)carbamate FCCNC(ON1C(CCC1=O)=O)=O